C(CC\C=C/CCCCC)OC(CCCCC(=O)O)=O 6-[(Z)-dec-4-enoxy]-6-oxo-hexanoic acid